C(C)(C)(C)OC(=O)N1CCC(CC1)NC1=C2C=CC=NC2=C(C=C1)C(N(C)C)=O 4-((8-(dimethylcarbamoyl)quinolin-5-yl)amino)piperidine-1-carboxylic acid tert-butyl ester